BrC=1C=C2N(CCN(C2=O)CC2=CC=C(C=C2)Cl)C1 7-bromo-N-(4-chlorobenzyl)-1-oxo-1,2,3,4-tetrahydropyrrolo[1,2-a]pyrazine